methyl 2-amino-3-(4-fluoro-3-methoxyphenyl)propanoate NC(C(=O)OC)CC1=CC(=C(C=C1)F)OC